1,1-di(t-butyl-peroxy)-3,3,5-trimethylcyclohexane C(C)(C)(C)OOC1(CC(CC(C1)C)(C)C)OOC(C)(C)C